((4-methylthiazol-2-yl)methyl)isophthalamide CC=1N=C(SC1)CC1=C(C(=O)N)C=CC=C1C(=O)N